(5aS,6R,11bS)-14-(cyclopropylmethyl)-3-(2-(4-(trifluoromethyl)-1H-pyrazol-1-yl)ethyl)-2,3,4,5,6,7-hexahydro-6,11b-(epiminoethano)naphtho[1,2-d]azepine-5a,10(1H)-diol C1(CC1)CN1CC[C@]23CCN(CC[C@]2([C@H]1CC1=CC=C(C=C13)O)O)CCN1N=CC(=C1)C(F)(F)F